(2S,5R)-7-oxo-2-(N-((2-(trifluoromethyl) thiazol-4-yl) sulfonyl) carbamimidoyl)-1,6-diazabicyclo[3.2.1]octan-6-yl hydrogen sulfate S(=O)(=O)(ON1[C@@H]2CC[C@H](N(C1=O)C2)C(NS(=O)(=O)C=2N=C(SC2)C(F)(F)F)=N)O